N-[6-(5-chloro-1,3-benzoxazol-2-yl)spiro[3.3]heptan-2-yl]-5-(methylsulfonimidoyl)furan-2-carboxamide ClC=1C=CC2=C(N=C(O2)C2CC3(CC(C3)NC(=O)C=3OC(=CC3)S(=O)(=N)C)C2)C1